dibutylpentyl phosphate P(=O)(OC(CCCC)(CCCC)CCCC)([O-])[O-]